4-(6-chloro-7-methoxypyrido[3,2-d]pyrimidin-4-yl)-3-phenylisothiazole ClC=1C(=CC=2N=CN=C(C2N1)C=1C(=NSC1)C1=CC=CC=C1)OC